(rac)-tert-butyl-3-[3-bromo-1-(2-hydroxyethyl)-1H-pyrazol-5-yl]-3-hydroxypyrrolidine-1-carboxylate C(C)(C)(C)OC(=O)N1C[C@@](CC1)(O)C1=CC(=NN1CCO)Br |r|